C[C@H]1[C@@H]([C@H]([C@H]([C@@H](O1)OC2=CC3=CC4=C(C(=C3C(=C2C(=O)OC)C)O)C(=O)[C@@]5(C(=O)C=C([C@H]([C@@]5(C4=O)O)O)OC)O)OC)O)O The molecule is a member of the class of tetracenomycins that is 8-demethyltetracenomycin C in which the hydroxyl hydrogen at position 8 is replaced by a 2-O-methyl-alpha-L-rhamnosyl residue. It has a role as a bacterial metabolite. It is an alpha-L-rhamnoside, a monosaccharide derivative, an enol ether, an enone, a member of phenols, a member of tetracenequinones, a tetracenomycin, a methyl ester and a tertiary alpha-hydroxy ketone. It derives from a tetracenomycin C.